(S)-2-Amino-4-(5-chloro-3-((1-((4-(fluoromethylidene)piperidin-1-yl)methyl)cyclopropyl)methoxy)-7,9-dihydrofuro[3,4-f]quinazolin-6-yl)-7-fluorobenzo[b]thiophene-3-carbonitrile NC1=C(C2=C(S1)C(=CC=C2C=2C1=C(C=3C=NC(=NC3C2Cl)OCC2(CC2)CN2CCC(CC2)=CF)COC1)F)C#N